C(C1=CC=CC=C1)OC(=O)N[C@H](C=1N=C2N(N=CC(=C2)C(C(=O)O)CC(F)F)C1)C1CCC(CC1)(F)F 2-{2-[(S)-Benzyloxycarbonylamino(4,4-difluorocyclohexyl)methyl]imidazo[1,2-b]-pyridazin-7-yl}-4,4-difluorobutanoic acid